BrC1=CC(=CS1)CCOC1OCCCC1 2-[2-(5-bromo-3-thienyl)ethoxy]tetrahydropyran